[(2R,3S,7R)-7-[5-methyl-6-[1-(trifluoromethyl)cyclopropyl]pyrrolo[2,3-b]pyrazin-3-yl]-3-(3,3,3-trifluoropropyl)azepan-2-yl]methanol CN1C(=CC=2C1=NC(=CN2)[C@H]2CCC[C@H]([C@@H](N2)CO)CCC(F)(F)F)C2(CC2)C(F)(F)F